4,4'-bis((tert-butyldimethylsilyl)oxy)-2'-(2-hydroxypropan-2-yl)-[1,1'-biphenyl]-2-ol [Si](C)(C)(C(C)(C)C)OC=1C=C(C(=CC1)C1=C(C=C(C=C1)O[Si](C)(C)C(C)(C)C)C(C)(C)O)O